NC1=C(C=2C=NC(=C(C2N1C1=C2C=NN(C2=CC=C1C)C1OCCCC1)C#N)C1CC1)C(=O)N 2-amino-7-cyano-6-cyclopropyl-1-(5-methyl-1-(tetrahydro-2H-pyran-2-yl)-1H-indazol-4-yl)-1H-pyrrolo[3,2-c]pyridine-3-carboxamide